N-(5-(benzyloxy)-3,4,6-trimethylpyridin-2-yl)-6-chloro-1H-indole-2-carboxamide C(C1=CC=CC=C1)OC=1C(=C(C(=NC1C)NC(=O)C=1NC2=CC(=CC=C2C1)Cl)C)C